CN1CCN(CC1)C1=NC=NC2=CC(=CC=C12)NC1=NC=CC(=N1)C1=CC=CC=C1 4-(4-methylpiperazin-1-yl)-N-(4-phenylpyrimidin-2-yl)quinazolin-7-amine